CC1(CCCC1)CC(=O)OC methyl 2-(1-methylcyclopentyl)acetat